ClC1=CC=C(C(=N1)C)N[C@H](C)C=1C=C(C=C2C(C(=C(OC12)C1=C(C=C(C=C1)F)F)C)=O)C 8-[(1R)-1-[(6-Chloro-2-methyl-3-pyridyl)amino]ethyl]-2-(2,4-difluorophenyl)-3,6-dimethyl-chromen-4-one